tert-butyl (5-(3-nitrophenoxy)pentyl)carbamate [N+](=O)([O-])C=1C=C(OCCCCCNC(OC(C)(C)C)=O)C=CC1